C1CC2=CC=CC=C2COC1 tetrahydrobenzo[c]oxepine